BrC=1C=C(C=2N(C1)C=C(N2)C(=O)N2C[C@H]([C@@]1(CC2)NCC2=CC=CC=C2C1)O)[C@H](C)O |o1:28| (6-bromo-8-((S or R)-1-hydroxyethyl)imidazo[1,2-a]pyridin-2-yl)((3R,3'R)-3'-hydroxy-1,4-dihydro-2H-spiro[isoquinoline-3,4'-piperidin]-1'-yl)methanone